9-Isopropyl-N2-(4-(piperazin-1-yl)phenyl)-N8-pyridin-4-yl-9H-purine-2,8-diamine C(C)(C)N1C2=NC(=NC=C2N=C1NC1=CC=NC=C1)NC1=CC=C(C=C1)N1CCNCC1